ClC=1C=C(C=CC1C)NCCCCCNCC=1SC=C2C1CN(C2=O)C2C(NC(CC2)=O)=O 3-(1-(((5-((3-chloro-4-methylphenyl)amino)pentyl)amino)methyl)-4-oxo-4H-thieno[3,4-c]pyrrol-5(6H)-yl)piperidine-2,6-dione